(S)-4-(3-amino-2-(dimethylamino)propyl)phenol dihydrochloride salt Cl.Cl.NC[C@H](CC1=CC=C(C=C1)O)N(C)C